C(C=C)(=O)N1CCC(CC1)C=1SC(=C(N1)C1=CC=C(C=C1)OC1=CC=CC=C1)C(=O)N 2-(1-acryloylpiperidine-4-yl)-4-(4-phenoxyphenyl)thiazole-5-carboxamide